1-(3-bromophenyl)pyrrolidine biphenyl-4,4'-diyl-dimethacrylate C1(=CC=C(C=C1)C=C(C(=O)O)C)C1=CC=C(C=C1)C=C(C(=O)O)C.BrC=1C=C(C=CC1)N1CCCC1